2-methyl-5-[4-(morpholin-4-ylmethyl)phenyl]benzamide CC1=C(C(=O)N)C=C(C=C1)C1=CC=C(C=C1)CN1CCOCC1